(2R)-6-(tert-butoxycarbonylamino)-2-(9H-fluoren-9-ylmethoxycarbonylamino)hexanoic acid C(C)(C)(C)OC(=O)NCCCC[C@H](C(=O)O)NC(=O)OCC1C2=CC=CC=C2C=2C=CC=CC12